CS(=O)(=O)C1=C(OC2=C(C=C(C=C2)C2=NOC=N2)C(F)(F)F)C=CC=C1 3-(4-(2-(methylsulfonyl)phenoxy)-3-(trifluoromethyl)phenyl)-1,2,4-oxadiazole